ClC1=CC=C(C=C1)C(CC(=O)C1=CC=CC=C1)N1N=CC(=N1)C1=CC=CC=C1 3-(4-chlorophenyl)-1-phenyl-3-(4-phenyl-2H-1,2,3-triazol-2-yl)propan-1-one